FC(=C)C(F)(F)F 2,3,3,3-TETRAFLUOROPROPENE